4-amino-1-(4-(1-hydroxyethyl)-2-methylphenyl)-2-oxo-7-(trifluoromethyl)-1,2-dihydroquinoline NC1=CC(N(C2=CC(=CC=C12)C(F)(F)F)C1=C(C=C(C=C1)C(C)O)C)=O